C1=NC2=C(N1)C(=S)N=C(N2)N 6-MercaptoGuanine